chloromethyl-magnesium chloride ClC[Mg]Cl